(S)-3-(1-hydroxy-propan-2-yl)-6-(1-methyl-1H-1,2,3-triazol-5-yl)-8-(pyridin-3-yl)pyrido[3,4-d]pyrimidin-4(3H)-one OC[C@H](C)N1C=NC2=C(C1=O)C=C(N=C2C=2C=NC=CC2)C2=CN=NN2C